4-({2-[4-{5-chloro-2-[4-(difluoromethyl)-1H-1,2,3-triazol-1-yl]phenyl}-5-methoxy-2-oxopyridin-1(2H)-yl]butanoyl}amino)benzoic acid ClC=1C=CC(=C(C1)C1=CC(N(C=C1OC)C(C(=O)NC1=CC=C(C(=O)O)C=C1)CC)=O)N1N=NC(=C1)C(F)F